2-(3-(2-ethoxyvinyl)phenyl)butanoic acid C(C)OC=CC=1C=C(C=CC1)C(C(=O)O)CC